C1(=CC=CC=C1)NC(CCC1OCCC1)=O N-phenyl-3-(tetrahydrofuran-2-yl)propanamide